2-(((3-Butyl-3-methyl-7-(methylsulfanyl)-1,1-dioxido-5-phenyl-2,3,4,5-tetrahydro-1,5-benzothiazepin-8-yl)methyl)thio)acetic acid C(CCC)C1(CS(C2=C(N(C1)C1=CC=CC=C1)C=C(C(=C2)CSCC(=O)O)SC)(=O)=O)C